(Z)-Isoeugenol C=1(C(O)=CC=C(\C=C/C)C1)OC